ClC1=CC=C(C=C1)C1CN(C2CCCCC12)C(=O)C1=CC(=NN1)C1=CC=NC=C1 [3-(4-chlorophenyl)-2,3,3a,4,5,6,7,7a-octahydroindol-1-yl]-[3-(4-pyridyl)-1H-pyrazol-5-yl]methanone